C(C=C)(=O)OCCOP(=O)(OCCOC(C=C)=O)OCCOC(C=C)=O.OC1=CC=2N(C3=CC(=C(C=C3C2C=C1O)O)O)C1=CC2=CC=C3C=C(C=C4C=CC(=C1)C2=C43)N4C3=CC(=C(C=C3C=3C=C(C(=CC43)O)O)O)O 2,7-bis(2,3,6,7-tetrahydroxy-9H-carbazole-9-yl)pyrene tris(2-(acryloyloxy)ethyl)phosphate